BrC(C(=O)N(C1=CC=CC=C1)C)C(C1=CC=CC=C1)Br 2,3-dibromo-N-methyl-N,3-diphenyl-propionamide